OC1=CC=C(C=C1)C(=O)OC1=CC(=CC(=C1)OC(=O)C1=CC=C(C=C1)O)OC(=O)C1=CC=C(C=C1)O 1,3,5-tris(4-hydroxyphenylcarbonyloxy)benzene